C(C1=CC=CC=C1)S(=O)(=O)C[C@@H]1N([C@@H](OC1=O)C(C)(C)C)C(=O)OCC1=CC=CC=C1 benzyl (2S,4R)-4-((benzylsulfonyl) methyl)-2-(tert-butyl)-5-oxooxazolidine-3-carboxylate